C(C=C)(=O)N1C[C@@H](N(CC1)C=1C2=C(N(C(N1)=O)C1=C(C=CC=C1S(=O)(=O)C)C(C)C)N=C(C(=C2)F)C2=CC=NN2C)C (S)-4-(4-acryloyl-2-methylpiperazin-1-yl)-6-fluoro-1-(2-isopropyl-6-(methylsulfonyl)phenyl)-7-(1-methyl-1H-pyrazol-5-yl)pyridino[2,3-d]pyrimidin-2(1H)-one